C(C)N(C(\C=C\C1=CC=C(C=C1)C)=O)CCSC (E)-N-Ethyl-N-(2-methylsulfanylethyl)-3-(p-tolyl)prop-2-enamide